(R)-TERT-BUTYL 1-(5-FORMYLOXAZOL-2-YL)-2-METHYLPROPYLCARBAMATE C(=O)C1=CN=C(O1)[C@@H](C(C)C)NC(OC(C)(C)C)=O